[C@H]12N(C[C@H](NC1)C2)C2=CC=C(C=C2)C2=CC(=C1CN(C(C1=C2)=O)C(C(=O)NC=2SC=CN2)C2=C1N(C=N2)CCC1)F 2-(6-(4-((1R,4R)-2,5-diazabicyclo[2.2.1]heptan-2-yl)phenyl)-4-fluoro-1-oxoisoindolin-2-yl)-2-(6,7-dihydro-5H-pyrrolo[1,2-c]imidazol-1-yl)-N-(thiazol-2-yl)acetamide